zinc dipalmitate C(CCCCCCCCCCCCCCC)(=O)[O-].C(CCCCCCCCCCCCCCC)(=O)[O-].[Zn+2]